4-amino-N'-(cyclopropanecarbonyl)-1-methyl-N-(6-(trifluoromethyl)-2,3-dihydrobenzofuran-3-yl)-1H-pyrazolo[4,3-c]quinoline-8-carbohydrazide NC1=NC=2C=CC(=CC2C2=C1C=NN2C)C(=O)N(NC(=O)C2CC2)C2COC1=C2C=CC(=C1)C(F)(F)F